4,5-bis[tribromomethyl]imidazole BrC(C=1N=CNC1C(Br)(Br)Br)(Br)Br